N-(3-(5-chloro-2-methoxyphenyl)-1-(3-hydroxypropyl)-1H-pyrazol-4-yl)pyrazolo[1,5-a]pyrimidine-3-carboxamide ClC=1C=CC(=C(C1)C1=NN(C=C1NC(=O)C=1C=NN2C1N=CC=C2)CCCO)OC